3-[2,4-bis(trifluoromethyl)phenyl]-7-fluoro-1-[3-(6-hydroxy-1,2-diazin-3-yl)prop-2-ynyl]-2,3,4,5-tetrahydro-1H-1-benzazepin-2-one FC(C1=C(C=CC(=C1)C(F)(F)F)C1C(N(C2=C(CC1)C=C(C=C2)F)CC#CC=2N=NC(=CC2)O)=O)(F)F